(4S)-3,3-Dideuterio-2,2-dimethyl-4-(trideuteriomethyl)pyrrolidine Hydrochloride Cl.[2H]C1(C(NC[C@H]1C([2H])([2H])[2H])(C)C)[2H]